N2,4-Dimethyl-N5-((R)-3,3,3-trifluoro-2-(((S)-11-oxo-2,3,10,11-tetrahydro-1H,5H-benzo[d]pyrazolo[1,2-a][1,2]diazepin-10-yl)carbamoyl)propyl)thiazol-2,5-dicarboxamid CNC(=O)C=1SC(=C(N1)C)C(=O)NC[C@@H](C(F)(F)F)C(N[C@H]1C2=C(CN3N(C1=O)CCC3)C=CC=C2)=O